C1(CCCCCCC1)OC1C2C=CC(C1)C2 5-cyclooctyloxy-bicyclo[2.2.1]Hept-2-ene